ClCC=1C=CC(=NC1)OC(C)C 5-(Chloro-methyl)-2-isopropoxy-pyridine